C1COCCC12CCCCC2 3-oxaspiro[5.5]undecane